(E)-2-heptenal C(\C=C\CCCC)=O